2-(tert-butyl) 4-methyl 5-(2-(3,5-difluorophenyl)butanamido)-3-methylthiophene-2,4-dicarboxylate FC=1C=C(C=C(C1)F)C(C(=O)NC1=C(C(=C(S1)C(=O)OC(C)(C)C)C)C(=O)OC)CC